C[C@@]1(N=C([C@@H](N=C1OC)CC1=CC=C(C=2OCCOC21)C2=CC1=CC=CC=C1C=C2OC)OC)C(C)C methyl-(2R,5S)-2-isopropyl-3,6-dimethoxy-5-((8-(3-methoxynaphthalen-2-yl)-2,3-dihydrobenzo[B][1,4]dioxin-5-yl)methyl)-2,5-dihydropyrazine